ClC1=C(C=CC=C1)S(=O)(=O)OC1=CC=C(C=C1)C1=CN=C(S1)C=1C=NC=CC1 4-(2-(pyridin-3-yl)thiazol-5-yl)phenyl 2-chlorobenzenesulfonate